N-[(1R)-1-[3-nitro-5-(trifluoromethyl)phenyl]ethyl]-6-oxo-1-(2-pyridinyl)pyridazine-3-carboxamide [N+](=O)([O-])C=1C=C(C=C(C1)C(F)(F)F)[C@@H](C)NC(=O)C1=NN(C(C=C1)=O)C1=NC=CC=C1